ClC1=C(C=CC(=C1)Cl)C=1C=CC(=NC1)C1CN(C1)C(CC[C@H]1NC(OC1)=O)=O (4R)-4-[3-[3-[5-(2,4-dichlorophenyl)-2-pyridinyl]azetidin-1-yl]-3-oxo-propyl]oxazolidin-2-one